C(C)(C)(C)OC(N(CC1=C(C=CC(=C1)F)NC(=O)OC(C)(C)C)C(=O)OC(C)(C)C)=O (tert-Butoxycarbonyl)(2-((tert-Butoxycarbonyl)amino)-5-fluorobenzyl)carbamic acid tert-butyl ester